2',3-Dichloro-4-((3,5-difluoropyridin-2-yl)methoxy)-5',6-dimethyl-2H-[1,4'-bipyridine] ClC1=NC=C(C(=C1)N1CC(=C(C=C1C)OCC1=NC=C(C=C1F)F)Cl)C